C(C)(C)C1=C(C=C(C=C1O)\C=C\C1=NC(=CC=C1)C)O (E)-2-isopropyl-5-[2-(6-methylpyridin-2-yl)vinyl]benzene-1,3-diol